(R)-N-((3-chloro-2,4-difluorophenyl)(trans-3-(trifluoromethyl)cyclobutyl)methylene)-2-methylpropan-2-sulfinamide ClC=1C(=C(C=CC1F)C(=N[S@](=O)C(C)(C)C)[C@@H]1C[C@H](C1)C(F)(F)F)F